(2-ethoxypropyl) carbamate (2-propoxypropyl)carbamate C(CC)OC(CNC(O)=O)C.C(N)(OCC(C)OCC)=O